3-oxocyclopentyl ether O=C1CC(CC1)OC1CC(CC1)=O